C(C)(C)OC(C)N isopropoxyethan-1-amine